potassium (((3R,4R)-1-(tert-butoxycarbonyl)-3-(4-(tert-butoxycarbonyl)phenyl)azepan-4-yl)methyl)trifluoroborate C(C)(C)(C)OC(=O)N1C[C@H]([C@@H](CCC1)C[B-](F)(F)F)C1=CC=C(C=C1)C(=O)OC(C)(C)C.[K+]